(5-(difluoromethyl)-6-(2H-1,2,3-triazol-2-yl)pyridin-3-yl)-2-fluoro-8-methyl-8-(trifluoromethyl)-7,8-dihydro-6H-pyrazolo[1,5-a]pyrrolo[2,3-e]pyrimidine-6-carboxamide FC(C=1C=C(C=NC1N1N=CC=N1)C=1C(=NN2C1N=CC1=C2C(CN1C(=O)N)(C(F)(F)F)C)F)F